ClC1=NN2C(=NC(=CC2=N1)N1CC(C1)[C@@H]1CN(CCC1)C1CC(C1)C)N[C@H](C)C1=C(C=C(C=C1)Cl)Cl (1R,3r)-3-((R)-3-(1-(2-chloro-5-(((R)-1-(2,4-dichlorophenyl)ethyl)Amino)-[1,2,4]triazolo[1,5-c]pyrimidin-7-yl)azetidin-3-yl)piperidin-1-yl)-1-methylcyclobutane